C(C)(C)SC1=C(N=C(S1)N1N=C(C=C1C(=O)O)OC)C1=CC=C(C=C1)C(F)(F)F 1-(5-(Isopropylthio)-4-(4-(Trifluoromethyl)Phenyl)Thiazol-2-yl)-3-Methoxy-1H-Pyrazole-5-Carboxylic Acid